3-(2-nitro-1-(3-((2,2,3,3-tetramethyl-4,7,10,13,16,19-hexaoxa-3-silahenicosan-21-yl)oxy)phenyl)ethyl)-2-phenyl-1H-indole [N+](=O)([O-])CC(C1=CC(=CC=C1)OCCOCCOCCOCCOCCOCCO[Si](C(C)(C)C)(C)C)C1=C(NC2=CC=CC=C12)C1=CC=CC=C1